2-Hydroxypropane-1,3-diyl bis(2-(4-methylcyclohexyl)acetate) CC1CCC(CC1)CC(=O)OCC(COC(CC1CCC(CC1)C)=O)O